FC1(CCC2=CC=C(C=C12)C#N)F 3,3-difluoro-2,3-dihydro-1H-indene-5-carbonitrile